COC1=C(CC2=C(C=C(C=C2)[N+](=O)[O-])S(=O)(=O)N)C=CC(=C1)OC (2,4-Dimethoxybenzyl)-5-nitrobenzeneSulfonamide